tris(pyrrolidino)phosphonium N1(CCCC1)[PH+](N1CCCC1)N1CCCC1